N-(4-tert-butylphenyl)-N-[2-(cyclohexylamino)-2-oxo-1-(3-pyridyl)ethyl]azetidine-3-carboxamide C(C)(C)(C)C1=CC=C(C=C1)N(C(=O)C1CNC1)C(C(=O)NC1CCCCC1)C=1C=NC=CC1